C(C(C)(C)C)OC(C(C(C(=O)OCC(C)(C)C)(C)C)(C)C)=O dineopentyl-2,2,3,3-tetramethylsuccinate